C1(=CC=CC=C1)CS(=O)(=O)OC1=C(OC(C1=O)C1=C(C(=CC=C1)F)F)N 2-amino-5-(2,3-difluorophenyl)-4-oxo-4,5-dihydrofuran-3-yl phenylmethanesulfonate